FC=1C=C2C(C(=C(OC2=C(C1)[C@@H](C)NC1=C(C(=O)O)C=CC=C1)C1=CC=CC=C1)C)=O 2-[[(1R)-1-(6-Fluoro-3-methyl-4-oxo-2-phenyl-chromen-8-yl)ethyl]amino]benzoic acid